Oleoyl-L-allothreonine methyl ester COC([C@@H](NC(CCCCCCC\C=C/CCCCCCCC)=O)[C@@H](O)C)=O